9,9-bis[4-(2-amino-5-trifluoromethylphenoxy)-3-methylphenyl]fluorene NC1=C(OC2=C(C=C(C=C2)C2(C3=CC=CC=C3C=3C=CC=CC23)C2=CC(=C(C=C2)OC2=C(C=CC(=C2)C(F)(F)F)N)C)C)C=C(C=C1)C(F)(F)F